C[C@@H]1CN(C[C@H](N1)C)[C@H](C(=O)NC=1C=CC=C2C(=CNC12)C1=NC(=NC=C1F)NC1=C(C(=CC=C1)S(=O)(=O)C)F)COC (S)-2-((3R,5R)-3,5-Dimethylpiperazin-1-yl)-N-(3-(5-fluoro-2-((2-fluoro-3-(methylsulfonyl)phenyl)amino)pyrimidin-4-yl)-1H-indol-7-yl)-3-methoxypropanamid